ClC1=CC=C(C2=C1C=C(O2)F)COC2=NC(=NC=C2F)C2CCCCC2 4-(4-((4-chloro-2-fluorobenzofuran-7-yl)methoxy)-5-fluoropyrimidin-2-yl)cyclohexan